FC(S(=O)(=O)OC=1CCOC(C1)C=1C=NN(C1)C)(F)F 6-(1-methyl-1H-pyrazol-4-yl)-3,6-dihydro-2H-pyran-4-yl trifluoromethanesulfonate